N(=[N+]=[N-])C1CC(C1)O (1R,3R)-3-azidocyclobutan-1-ol